1-[3-(1-hydroxyethyl)-6-[5-[rac-(3R)-3-hydroxypyrrolidin-1-yl]benzimidazol-1-yl]-2-pyridyl]-5-methyl-pyrazole-3-carbonitrile OC(C)C=1C(=NC(=CC1)N1C=NC2=C1C=CC(=C2)N2C[C@@H](CC2)O)N2N=C(C=C2C)C#N |r|